2-Bromo-4-cyclohexylthio-1-methoxybenzene BrC1=C(C=CC(=C1)SC1CCCCC1)OC